FC1=CC(=CC2=C1NC(=N2)CSC2=CC(=NC=C2)C(F)(F)F)NC2=CC(=CC=C2)F 7-Fluoro-N-(3-fluorophenyl)-2-(((2-(trifluoromethyl)pyridin-4-yl)thio)methyl)-1H-benzo[d]imidazol-5-amine